5-hydroxybenzo[d][1,3]oxathiolan-2-one OC=1C=CC2=C(SC(O2)=O)C1